(2S,5R)-5-(4-cyanophenyl)-1-(2'-methoxy-[1,1'-biphenyl]-4-carbonyl)pyrrolidine-2-carboxylic acid C(#N)C1=CC=C(C=C1)[C@H]1CC[C@H](N1C(=O)C1=CC=C(C=C1)C1=C(C=CC=C1)OC)C(=O)O